adamantane-1-malonate C12(CC3CC(CC(C1)C3)C2)C(C(=O)[O-])C(=O)[O-]